N,N-diethyl-3-[(3-methylphenyl)ethynyl]-5,6-dihydroimidazo[1,2-a]pyrazine-7(8H)-carboxamide C(C)N(C(=O)N1CC=2N(CC1)C(=CN2)C#CC2=CC(=CC=C2)C)CC